acrylamide chloride [Cl-].C(C=C)(=O)N